C(C)OC(=O)C=1C=NN(C1OC1=C(C=C(C=C1F)Cl)F)C1COC1 5-(4-chloro-2,6-difluorophenoxy)-1-(oxetan-3-yl)pyrazole-4-carboxylic acid ethyl ester